tert-butyl 1-ethynyl-6-azaspiro[2.5]octane-6-carboxylate C(#C)C1CC12CCN(CC2)C(=O)OC(C)(C)C